CN1CC=2N(C3C(C1=O)COC3)C(C3=C(N2)SC2=C3CCN(C2)C)=O 5,10-Dimethyl-1,3,3a,5,6,9,10,11,12,14a-decahydrofuro[3,4-f]pyrido[4'',3'':4',5']thieno[2',3':4,5]pyrimido[1,2-a][1,4]diazepine-4,13-dione